C1(CC1)C1C(NC=2C=CC=C3C=C(N1C32)C=3N=C2N(C(=CC(=C2)C(=O)OC)OC)C3C)=O methyl 2-(11-cyclopropyl-10-oxo-1,9-diazatricyclo[6.3.1.04,12]dodeca-2,4,6,8(12)-tetraen-2-yl)-5-methoxy-3-methyl-imidazo[1,2-a]pyridine-7-carboxylate